C(C)C1=C(N=C(S1)N1N=C(C(C1=O)=CC=1SC=CC1)C)C Ethyl-4-methyl-2-(3-methyl-5-oxo-4-(thiophen-2-ylmethylene)-4,5-dihydro-1H-pyrazol-1-yl)thiazole